[Br-].[Br-].C[N+]1=CN(C=C1)CCOCOC(CC)N1C=[N+](C=C1)C 1,6-bis(3-methylimidazolium-1-yl)-3,5-dioxa-octane dibromide